Tert-butyl-(1-(2-fluoroethyl)-1H-pyrazolo[4,3-b]pyridin-6-yl)methanol tert-butyl-N-[3-(3-{4-[(5-cyanopyrazin-2-yl)amino]imidazol-1-yl}phenoxy)propyl]carbamate C(C)(C)(C)N(C(=O)OC(C=1C=C2C(=NC1)C=NN2CCF)C(C)(C)C)CCCOC2=CC(=CC=C2)N2C=NC(=C2)NC2=NC=C(N=C2)C#N